COC(=O)C=1OC=C(C1)NC(C1=CC=CC=C1)C1=CC=CC=C1 4-((benzhydryl)amino)furan-2-carboxylic acid methyl ester